CO[Si](C1=CC=C(C=C1)NC1=CC=C(C=C1)[Si](OC)(OC)OC)(OC)OC bis[4-(trimethoxysilyl)phenyl]amine